Aminopropyl-3-methylimidazole chloride salt [Cl-].NCCCC1=NC=CN1C